CN(S(=O)(=O)C1=CC=C(C=C1)S(=O)(=O)N1C=2N(C3(C1)CCCCC3)N=C(C2)C)C N,N-dimethyl-4-({6'-methyl-1',2'-dihydrospiro[cyclohexane-1,3'-pyrazolo[1,5-a]imidazol]-1'-yl}sulfonyl)benzene-1-sulfonamide